didodecyl 3,3'-thiodiacrylate S(C=CC(=O)OCCCCCCCCCCCC)C=CC(=O)OCCCCCCCCCCCC